O=C(CCCN(C=1C=C(C(NN1)=O)C(F)(F)F)C1=CC=CC=C1)N1CCN(CC1)C1=NC=C(C=N1)C(F)(F)F 6-((4-oxo-4-(4-(5-(trifluoromethyl)pyrimidin-2-yl)piperazin-1-yl)butyl)(phenyl)amino)-4-(trifluoromethyl)pyridazin-3(2H)-one